N-ethyl-2-{methyl[6-phenyl-2-(pyridin-2-yl)thieno[2,3-d]pyrimidin-4-yl]amino}acetamide C(C)NC(CN(C=1C2=C(N=C(N1)C1=NC=CC=C1)SC(=C2)C2=CC=CC=C2)C)=O